hydroxy-17-(1-propynyl)estra-4,9-dien-3-one OC[C@@]12C(CC[C@H]1[C@@H]1CCC3=CC(CCC3=C1CC2)=O)C#CC